Dichloro-3,5,10,12-tetramethyl-1,5,8,12-tetraazabicyclo[6.6.2]hexadecane Manganese(II) [Mn+2].ClC1(CN2CCN(CC(CN(CCN(C1)C)CC2)(C)Cl)C)C